4-Bromo-6,7-dichloro-3-(1-(tetrahydro-2H-pyran-2-yl)-1H-pyrazol-4-yl)-1H-indole BrC1=C2C(=CNC2=C(C(=C1)Cl)Cl)C=1C=NN(C1)C1OCCCC1